C(C=C)(=O)NC1CCC(CC1)C(=O)NC=1C2=C(NN1)C(N(C2)C(=O)N[C@H](CN(C)C)C2=CC=CC=C2)(C)C 3-((1r,4S)-4-acrylamidocyclohexane-1-carboxamido)-N-((S)-2-(dimethylamino)-1-phenylethyl)-6,6-dimethyl-4,6-dihydropyrrolo[3,4-c]pyrazole-5(1H)-carboxamide